1,2-bis(2,2,2-trifluoroethoxy)ethane FC(COCCOCC(F)(F)F)(F)F